4-methoxy-N-methyl-N-phenyl-aniline COC1=CC=C(N(C2=CC=CC=C2)C)C=C1